C1(=CC=CC=2C3=CC=CC=C3CC12)[NH+](C)C fluorenyl-dimethyl-ammonium